N1[C@@H](CC1)COC=1C=CC(=C(C(=O)NC2(CC2)C2=C3C=CC=NC3=C(C(=C2)C2=CN=C(S2)C)Cl)C1)C (S)-5-(Azetidin-2-ylmethoxy)-N-(1-(8-chloro-7-(2-methylthiazol-5-yl)quinolin-5-yl)cyclopropyl)-2-methylbenzamide